The molecule is a branched amino hexasaccharide consisting of four alpha-L-rhamnose residues (one at the reducing end) and two beta-D-N-acetylglucosamine residues linked as shown. C[C@H]1[C@@H]([C@H]([C@H]([C@@H](O1)O)O[C@H]2[C@@H]([C@@H]([C@H]([C@@H](O2)C)O)O[C@H]3[C@@H]([C@@H]([C@H]([C@@H](O3)C)O)O[C@H]4[C@@H]([C@H]([C@@H]([C@H](O4)CO)O)O)NC(=O)C)O[C@H]5[C@@H]([C@@H]([C@H]([C@@H](O5)C)O)O)O)O)O[C@H]6[C@@H]([C@H]([C@@H]([C@H](O6)CO)O)O)NC(=O)C)O